diethyl 1-(2-bromo-4-(N-(tert-butoxycarbonyl)ethylsulfonimidoyl)phenyl)azetidine-3,3-dicarboxylate BrC1=C(C=CC(=C1)S(=O)(=NC(=O)OC(C)(C)C)CC)N1CC(C1)(C(=O)OCC)C(=O)OCC